(S)-2-(1-amino-5-carbamoyl-4-(4-((5-chloropyridin-2-yl)carbamoyl)phenyl)-1H-imidazol-2-yl)piperidine-1-carboxylic acid tert-butyl ester C(C)(C)(C)OC(=O)N1[C@@H](CCCC1)C=1N(C(=C(N1)C1=CC=C(C=C1)C(NC1=NC=C(C=C1)Cl)=O)C(N)=O)N